6-(1-(3-chloropyridin-2-yl)-3-(2,2,2-trifluoroethoxy)-1H-pyrazole-5-carboxamido)-N-(2-cyanoethyl)-5-methylpyrazolo[1,5-a]pyridine-7-carboxamide ClC=1C(=NC=CC1)N1N=C(C=C1C(=O)NC=1C(=CC=2N(C1C(=O)NCCC#N)N=CC2)C)OCC(F)(F)F